Cl.FC1=C(C=C(C=C1)NC(=O)C=1N(C=C2C1OC[C@H]1[C@H](NS2(=O)=O)CCNC1)C)C trans-N-(4-fluoro-3-methylphenyl)-2-methyl-5,5a,6,7,8,9,9a,10-octahydro-2H-pyrido[4,3-f]Pyrrolo[3,4-b][1,4,5]Oxathiazocine-1-carboxamide 4,4-dioxide hydrochloride